1-methyl-5-bromo-3-pyrazolecarboxylic acid methyl ester COC(=O)C1=NN(C(=C1)Br)C